ethyl 3-(2-((tert-butyldiphenylsilyl)oxy)ethyl)-2-(1-(cyclopropylmethyl)-1H-indol-2-yl)-4-methoxybenzo[b]thiophene-6-carboxylate [Si](C1=CC=CC=C1)(C1=CC=CC=C1)(C(C)(C)C)OCCC=1C2=C(SC1C=1N(C3=CC=CC=C3C1)CC1CC1)C=C(C=C2OC)C(=O)OCC